tert-butyl 4-[4-[3-cyano-4-[(1R)-1-(5-fluoro-2-pyridyl)ethoxy]pyrazolo[1,5-a]pyridin-6-yl]-5-nitro-pyrazol-1-yl]piperidine-1-carboxylate C(#N)C=1C=NN2C1C(=CC(=C2)C=2C=NN(C2[N+](=O)[O-])C2CCN(CC2)C(=O)OC(C)(C)C)O[C@H](C)C2=NC=C(C=C2)F